NC=1N2C(C=3N(C(N(C3N1)CCN1CCCCC1)=O)CC)=NC(=N2)C=2OC=CC2 5-Amino-1-ethyl-8-furan-2-yl-3-(2-piperidin-1-yl-ethyl)-1,3-dihydro-[1,2,4]triazolo[5,1-i]purin-2-one